ClC1=C2N=C(C=NC2=CC=C1OC=1C=CC2=C(N(C(=N2)C)COCC[Si](C)(C)C)C1)C=1C=NN(C1)C1CN(C1)C=1C=NC=C(C1)F 2-[[6-[5-chloro-3-[1-[1-(5-fluoro-3-pyridyl)azetidin-3-yl]pyrazol-4-yl]quinoxalin-6-yl]oxy-2-methyl-benzimidazol-1-yl]methoxy]ethyl-trimethyl-silane